(S)-3-(1-aminoethyl)-6-chloroquinoxalin N[C@@H](C)C=1C=NC2=CC=C(C=C2N1)Cl